O1C(OCC1)C=1C=C(C=CC1)NC=1C=C(C=2N(N1)C(=CN2)C(=O)N[C@H]2[C@H](C2)F)N(C)CC2=CC=C(C=C2)OC 6-{[3-(1,3-Dioxolan-2-yl)phenyl]amino}-N-[(1R,2S)-2-fluorocyclopropyl]-8-{[(4-methoxyphenyl)methyl](methyl)amino}imidazo[1,2-b]pyridazine-3-carboxamide